OC1=CC=C(C(C)(C)C2=CC=C(C=C2)C(C)(C)C2=CC=C(C=C2)O)C=C1 1,4-bis(4-hydroxy-cumyl)benzene